ClC1=C(C=C(C=C1N1CC2(CS(C2)(=O)=O)C1)F)C(=O)N1[C@@H](C=2C(CC1)=C(N(N2)C)C2=CC(=CC(=C2)F)F)C [2-Chloro-3-(2,2-dioxo-2λ6-thia-6-azaspiro[3.3]heptan-6-yl)-5-fluoro-phenyl]-[(7R)-3-(3,5-difluorophenyl)-2,7-dimethyl-5,7-dihydro-4H-pyrazolo[3,4-c]pyridine-6-yl]methanone